(3R)-3-amino-7-(5-tert-butyl-1,3,4-oxadiazol-2-yl)-1,1-dioxo-5-[(4-phenoxyphenyl)methyl]-2,3-dihydro-1lambda6,5-benzothiazepin-4-one N[C@H]1CS(C2=C(N(C1=O)CC1=CC=C(C=C1)OC1=CC=CC=C1)C=C(C=C2)C=2OC(=NN2)C(C)(C)C)(=O)=O